4-phenoxy-3-(prop-2-yloxy)aniline O(C1=CC=CC=C1)C1=C(C=C(N)C=C1)OC(C)C